methyl 4-(6-chloro-3-methoxypyridazin-4-yl)-6-methylpyridine-3-carboxylate ClC1=CC(=C(N=N1)OC)C1=C(C=NC(=C1)C)C(=O)OC